C(C1CO1)OCCC[Si](OCC)(C)C γ-glycidoxypropyldimethylethoxysilane